4-(4-chloro-2-fluorophenyl)-6-((2S)-2-(1-methyl-1H-pyrazol-4-yl)-4-morpholinyl)-2-(2-propanyl)-2,3-dihydro-1H-pyrrolo[3,4-c]pyridin-1-one ClC1=CC(=C(C=C1)C1=NC(=CC2=C1CN(C2=O)C(C)C)N2C[C@@H](OCC2)C=2C=NN(C2)C)F